2-{[(1R)-1-{4-[4-(4-acryloylpiperazin-1-yl)tetrahydro-2H-pyran-4-yl]Phenyl}ethyl]Amino}-8-(prop-2-yl)pyrido[2,3-d]Pyrimidine-7(8H)-one C(C=C)(=O)N1CCN(CC1)C1(CCOCC1)C1=CC=C(C=C1)[C@@H](C)NC=1N=CC2=C(N1)N(C(C=C2)=O)C(C)C